OC(CC=1NC(NC1)=O)CNC1=C(C=CC=C1)OC 4-[2-hydroxy-3-(2-methoxyphenylamino)propyl]-1,3-dihydroimidazol-2-one